C(C)(C)(C)OC(=O)N1CCC(CC1)N1N=C(C(=C1)[N+](=O)[O-])C(F)F 4-(3-(difluoromethyl)-4-nitro-1H-pyrazol-1-yl)piperidine-1-carboxylic acid tert-butyl ester